CN(C(CCC)CCCCCCC\C=C/C\C=C/CCCCC)C (12Z,15Z)-N,N-dimethyl-heneicosane-12,15-dien-4-amine